4-(4-chloro-6-morpholinyl-1,3,5-triazin-2-yl)piperazine-1-carboxylic acid tert-butyl ester C(C)(C)(C)OC(=O)N1CCN(CC1)C1=NC(=NC(=N1)Cl)N1CCOCC1